2'-((cyclopropylmethoxy)methyl)-N-(4,5-dimethylisoxazol-3-yl)-N-(methoxymethyl)-[1,1'-biphenyl]-2-sulfonamide C1(CC1)COCC1=C(C=CC=C1)C=1C(=CC=CC1)S(=O)(=O)N(COC)C1=NOC(=C1C)C